F[C@@H]1C[C@H]2CC(CN2C1)=C (2R,7aR)-2-fluoro-6-methylenetetrahydro-1H-pyrrolizin